(S)-(4,4-difluoropyrrolidin-2-yl)methanol FC1(C[C@H](NC1)CO)F